C(C)S(=O)(=O)N[C@@H]1[C@@H](N(C[C@@H]1F)C(=O)N(C)C)CC=1C(=C(C=CC1)C1=C(C(=CC=C1)F)F)F (2S,3R,4S)-3-[(ethanesulfonyl)amino]-4-fluoro-N,N-dimethyl-2-[(2,2',3'-trifluoro[1,1'-biphenyl]-3-yl)methyl]pyrrolidine-1-carboxamide